tert-butyl (4-(4-(((2S,4R)-2-methyl-1-propionyl-1,2,3,4-tetrahydroquinolin-4-yl)amino)piperidin-1-yl)-4-oxobut-2-yn-1-yl)carbamate C[C@@H]1N(C2=CC=CC=C2[C@@H](C1)NC1CCN(CC1)C(C#CCNC(OC(C)(C)C)=O)=O)C(CC)=O